OCC(C)(C)NC(=O)C=1C=2C[C@@H]3[C@H](C2N(N1)C1=NC=C(N=C1)OC)C3 (1aR,5aR)-2-(5-Methoxy-pyrazin-2-yl)-1a,2,5,5a-tetrahydro-1H-2,3-diaza-cyclopropa[a]pentalene-4-carboxylic Acid (2-Hydroxy-1,1-dimethyl-ethyl)-amide